1-amino-2-methyl-1-oxopropan NC(C(C)C)=O